3-{3-[(1S)-1-(4-fluorophenyl)ethoxy]-4-(2,2,2-trifluoroethanesulfonamido)phenyl}-5-[(5-methylpyrazin-2-yl)amino]-1H-pyrazole-4-carboxamide FC1=CC=C(C=C1)[C@H](C)OC=1C=C(C=CC1NS(=O)(=O)CC(F)(F)F)C1=NNC(=C1C(=O)N)NC1=NC=C(N=C1)C